3-nitro-4-((tetrahydro-2H-pyran-4-yl)methylamino)benzenesulfonamide [N+](=O)([O-])C=1C=C(C=CC1NCC1CCOCC1)S(=O)(=O)N